BrC1=CC=2C(C3=CC(=CC=C3C2C=C1)Br)(C1=CC=CC=C1)C1=CC(=CC=C1)Cl 2,7-dibromo-9-(3-chlorophenyl)-9-phenyl-9H-fluorene